ethyl 4-amino-5-(ethylsulfonyl)-2-methoxybenzoate NC1=CC(=C(C(=O)OCC)C=C1S(=O)(=O)CC)OC